BrC1=CC=C(C=C1)OCC(=O)NCC(=O)NCC1=CC(=C(C=C1)Cl)Cl N~2~-([(4-bromophenyl)oxy]acetyl)-N-[(3,4-dichlorophenyl)methyl]glycinamide